5-chloropyridin-3-yl 1H-indole-4-carboxylate N1C=CC=2C(=CC=CC12)C(=O)OC=1C=NC=C(C1)Cl